N'-[5-chloro-4-(1H-indol-3-yl)pyrimidin-2-yl]-4-methoxy-6-(1-methyl-1,2,3,6-tetrahydropyridin-4-yl)benzene-1,3-diamine ClC=1C(=NC(=NC1)NC=1C=C(C(=CC1OC)C=1CCN(CC1)C)N)C1=CNC2=CC=CC=C12